1-(4-(6-chloro-8-fluoro-7-(3-hydroxynaphthalen-1-yl)-2-(((S)-1-methylpyrrolidin-2-yl)methoxy)quinazolin-4-yl)-1,4-diazocan-1-yl)prop-2-en-1-one ClC=1C=C2C(=NC(=NC2=C(C1C1=CC(=CC2=CC=CC=C12)O)F)OC[C@H]1N(CCC1)C)N1CCN(CCCC1)C(C=C)=O